octanoyl-2,5-furandimethylamine C(CCCCCCC)(=O)C1=C(OC(=C1)CN)CN